Pentyl-4-((3-(1-(3-((2-(dinonylamino)ethyl)(nonyl)amino)propanoyl)piperidin-4-yl)propyl)(nonyl)amino)butanoate C(CCCC)OC(CCCN(CCCCCCCCC)CCCC1CCN(CC1)C(CCN(CCCCCCCCC)CCN(CCCCCCCCC)CCCCCCCCC)=O)=O